C1=NC2=C(N1[C@H]3[C@@H]([C@@H]([C@H](O3)COP(=O)([O-])OP(=O)(O)[O-])O)O)N=C(NC2=O)N The molecule is an organophosphate oxoanion arising from deprotonation of two of the the three diphosphate OH groups of guanosine 5'-diphosphate. It is a conjugate base of a GDP. It is a conjugate acid of a GDP(3-).